FC1=C(C=CC=C1)C1=C(C=C2C(=NC=NC2=C1)N1CCN(CC1)C(C=C)=O)O 1-(4-(7-(2-fluorophenyl)-6-hydroxy-quinazolin-4-yl)piperazin-1-yl)prop-2-en-1-one